FC(C(=O)OCC1=CC=CC=C1)C(=O)OCC1=CC=CC=C1 Dibenzyl 2-fluoropropanedioate